3,7,11,15-tetramethyl-hexadecan-2-en-1-ol CC(=CCO)CCCC(CCCC(CCCC(C)C)C)C